N=1N(N=CC1)C1=CC=C(N=N1)CN1C(C(N(C=C1)C1(CC1)C#N)=O)=O 1-(4-((6-(2H-1,2,3-triazol-2-yl)pyridazin-3-yl)methyl)-2,3-dioxo-3,4-dihydropyrazin-1(2H)-yl)cyclopropane-1-carbonitrile